1,1-dibromo-1-nitro-2-ethanol BrC(CO)([N+](=O)[O-])Br